ClC=1C(=C(C=CC1)B(O)O)F 3-chloro-2-fluorophenylboronic acid